1-[3-methyl-4-(trifluoromethyl)phenyl]cyclopropane-1-carboxylic acid CC=1C=C(C=CC1C(F)(F)F)C1(CC1)C(=O)O